3-(7-(2-(Cycloheptylamino)-2-oxoethoxy)naphthalen-2-yl)-3-(3-methoxyphenyl)propanoic acid C1(CCCCCC1)NC(COC1=CC=C2C=CC(=CC2=C1)C(CC(=O)O)C1=CC(=CC=C1)OC)=O